C1(=CC=CC=C1)P(OC(C1=C(C(=C(C=C1)C)C)C)=O)([O-])=O trimethylbenzoyl phenylphosphonate